8-(benzyloxy)-9b-hydroxy-4-methyl-3a,4,5,9b-tetrahydroisoxazolo[5,4-c]pyrazolo[1,5-a]pyridine-3-carboxylic acid ethyl ester C(C)OC(=O)C1=NOC2(C=3N(CC(C21)C)N=C(C3)OCC3=CC=CC=C3)O